C(=O)(OC(C)(C)C)N1CC(CC1)=O 1-BOC-3-pyrrolidone